3-bromo-5-[1-(2-trimethylsilylethoxymethyl)pyrazol-4-yl]Thiophene-2-carboxylic acid methyl ester COC(=O)C=1SC(=CC1Br)C=1C=NN(C1)COCC[Si](C)(C)C